2-[1-bicyclo[2.2.1]heptanylmethoxy-(3-chloro-4-fluorophenyl)methyl]-5-methyl-4-methylsulfonyl-1H-imidazole C12(CCC(CC1)C2)COC(C=2NC(=C(N2)S(=O)(=O)C)C)C2=CC(=C(C=C2)F)Cl